N-[1-[(6-chloro-3-pyridyl)methyl]-2-pyridylidene]-2,2,3,3,3-pentafluoro-propanamide ClC1=CC=C(C=N1)CN1C(C=CC=C1)=NC(C(C(F)(F)F)(F)F)=O